BrC1=CN2C(S1)=CN=C2 2-bromoimidazo[5,1-b]thiazole